C(C)OC(C=C(C=CC1=CC=C(C=C1)OCOC)O)=O 5-(4-(methoxymethyloxy)phenyl)-3-hydroxy-2,4-pentadienoic acid ethyl ester